N-((3R,4S)-3-fluoro-1-methylpiperidin-4-yl)-2-iodo-1-(2,2,2-trifluoroethyl)-1H-indol-4-amine F[C@@H]1CN(CC[C@@H]1NC=1C=2C=C(N(C2C=CC1)CC(F)(F)F)I)C